3-(5-cyclopropyl-4-(tetrahydro-2H-pyran-4-yl)isoxazol-3-yl)-1-isopropyl-1H-pyrazolo[3,4-d]pyrimidin-4-amine C1(CC1)C1=C(C(=NO1)C1=NN(C2=NC=NC(=C21)N)C(C)C)C2CCOCC2